C(CC)OC(=O)C(\C(=C\C)\C)C(=O)OCCC (E)-2-Methyl-but-2-enedicarboxylic acid dipropyl ester